C(C)N(CCCCCCCC#CC=1C=CC2=C(C(=CO2)C2C(NC(CC2)=O)=O)C1)CC 3-(5-(9-(diethylamino)non-1-yn-1-yl)benzofuran-3-yl)piperidine-2,6-dione